N[C@H]1C(N(C1)C1=CC=C(C=C1)OC)=O (R)-3-amino-1-(4-methoxyphenyl)azetidin-2-one